C(C)OC(=O)C1C2C3C4C=CC(C3C(C1)C2)C4 4-ethoxycarbonyltetracyclo[6.2.1.13,6.02,7]Dodec-9-ene